C1=CC=CC=2C13C(=CN2)C=CC=C3 Benzo(c)benzoAzole